(6R)-17-amino-6-hydroxy-12-[(2-methoxyphenyl)methyl]-6,15-bis(trifluoromethyl)-19-oxa-3,4,12,18-tetrazatricyclo[12.3.1.12,5]nonadeca-1(18),2,4,14,16-pentaen-13-one NC1=CC(=C2C(N(CCCCC[C@@](C3=NN=C(C1=N2)O3)(C(F)(F)F)O)CC3=C(C=CC=C3)OC)=O)C(F)(F)F